ClC=1C=CC(=C(C1)CC(=O)NC1=CC(=C(C=C1)C=1C=NN(C1)C1CC1)S(N=CN(C)C)(=O)=O)F 2-(5-Chloro-2-fluorophenyl)-N-[4-(1-cyclopropyl-1H-pyrazol-4-yl)-3-{[(dimethylamino)methylene]sulfamoyl}phenyl]acetamide